4-bromo-1-(2-methoxyethyl)-1,2,3-triazole BrC=1N=NN(C1)CCOC